NC1=C(C=C(C=N1)[C@@]1(NC(=C(C=C1)N1CCOCC1)CN1CC(CC1)OC)F)C=1C=C2CCNC(C2=CC1)=O (S)-6-(6'-amino-2-fluoro-6-((3-methoxypyrrolidin-1-yl)methyl)-5-morpholino-[2,3'-bipyridin]-5'-yl)-3,4-dihydroisoquinolin-1(2H)-one